C(CC)N propane-1-amine